3-methacryloyloxymethylhexene oxide C(C(=C)C)(=O)OCC(C1CO1)CCC